2-fluoro-N-(6-(6-fluoro-7-methoxy-5-methyl-1H-indazol-4-yl)imidazo[1,2-a]pyridin-2-yl)cyclopropane-1-carboxamide FC1C(C1)C(=O)NC=1N=C2N(C=C(C=C2)C2=C3C=NNC3=C(C(=C2C)F)OC)C1